CC1(CC1)C=1N=CN2C1C=CC(=C2)S(=O)(=O)N (1-methylcyclopropyl)imidazo[1,5-a]pyridine-6-sulfonamide